4-(spiro[2.5]oct-6-yloxy)-1H-1,2,3-triazole-5-carboxylic acid 2,2,2-trifluoroacetate FC(C(=O)O)(F)F.C1CC12CCC(CC2)OC=2N=NNC2C(=O)O